(3R*,4R*)-1-Cyclopentyl-4-{[5-(2,4,6-trifluoro-phenyl)-isoxazole-3-carbonyl]-amino}-piperidine-3-carboxylic acid (2-methoxy-1,1-dimethyl-ethyl)-amide COCC(C)(C)NC(=O)[C@@H]1CN(CC[C@H]1NC(=O)C1=NOC(=C1)C1=C(C=C(C=C1F)F)F)C1CCCC1 |o1:9,14|